14-(tert-butoxymethyl)-8-(2-fluorobenzyl)-2,2,4,8-tetramethyl-6,9,12,15-tetraoxo-3-oxa-7,10,13,16-tetraazanonadecan-19-oate C(C)(C)(C)OCC(NC(CNC(C(NC(CC(OC(C)(C)C)C)=O)(C)CC1=C(C=CC=C1)F)=O)=O)C(NCCC(=O)[O-])=O